Sodium Octadecyl-Sulfonate C(CCCCCCCCCCCCCCCCC)S(=O)(=O)[O-].[Na+]